5-(5-bromo-3-fluoro-6,6a-dihydro-1aH-cyclopropa[1,2-a]inden-1a-yl)-1H-imidazole BrC=1C=2CC3C(C2C=C(C1)F)(C3)C3=CN=CN3